3-(5-((5-(((1s,3s)-adamantan-1-yl)amino)-3,3-difluoropentyl)amino)-2-methyl-4-oxoquinazolin-3(4H)-yl)piperidine-2,6-dione C12(CC3CC(CC(C1)C3)C2)NCCC(CCNC2=C3C(N(C(=NC3=CC=C2)C)C2C(NC(CC2)=O)=O)=O)(F)F